ClC=1C=C(C=CC1Cl)C1=CC=C(C=C1)CCNC([C@H](CCC)NC(OC(C)(C)C)=O)=O (S)-tert-butyl (1-((2-(3',4'-dichloro-[1,1'-biphenyl]-4-yl)ethyl) Amino)-1-oxopentan-2-yl)carbamate